N-(5-fluoro-2-methylpyrimidin-4-yl)-6,6-dimethyl-5-{[(2S,5R)-2,4,5-trimethylpiperazin-1-yl]carbonyl}-1,4,5,6-tetrahydropyrrolo[3,4-c]pyrazol-3-amine FC=1C(=NC(=NC1)C)NC=1C2=C(NN1)C(N(C2)C(=O)N2[C@H](CN([C@@H](C2)C)C)C)(C)C